C12(CC3CC(CC(C1)C3)C2)C2=CC=C(NC3=CC=CC=C3)C=C2 4-(1-adamantyl)-N-phenylaniline